C(C)N1[C@H]2CN[C@@H](C1)C2 (1R,4R)-2-ethyl-2,5-diazabicyclo[2.2.1]Heptane